di(mercaptoethyl)amine hydrochloride Cl.SCCNCCS